[(2R,3R,4S,5R)-3-BENZOYLOXY-5-[6-(1-ETHYLPROPYL AMINO)-2-(TRIFLUOROMETHYL)PURIN-9-YL]-4-FLUORO-TETRAHYDROFURAN-2-YL]METHYL BENZOATE C(C1=CC=CC=C1)(=O)OC[C@H]1O[C@H]([C@H]([C@@H]1OC(C1=CC=CC=C1)=O)F)N1C2=NC(=NC(=C2N=C1)NC(CC)CC)C(F)(F)F